6-(4-formyl-5-methyl-1H-1,2,3-triazol-1-yl)-4-methylpyridine-3-carbonitrile C(=O)C=1N=NN(C1C)C1=CC(=C(C=N1)C#N)C